C(N)(=O)C=1C=C(C=CC1)NC(=O)[C@@H]1O[C@]([C@H]([C@H]1C1=C(C(=C(C=C1)F)F)OCC1CC(C1)O)C)(C(F)(F)F)C |o1:12,14,15,16| rel-(2R*,3S*,4S*,5R*)-N-(3-carbamoylphenyl)-3-(3,4-difluoro-2-(((1s,3R)-3-hydroxycyclobutyl)methoxy)phenyl)-4,5-dimethyl-5-(trifluoromethyl)tetrahydrofuran-2-carboxamide